CC1=NN(C2=CC(=CC=C12)N)CCCN1CCC(CC1)C 3-methyl-1-(3-(4-METHYLPIPERIDIN-1-yl)propyl)-1H-indazol-6-amine